(cis)-1-methyl-3-[2-methyl-6-(4,4,5,5-tetramethyl-1,3,2-dioxaborolan-2-yl)imidazo[4,5-b]pyridin-3-yl]cyclobutan-1-ol CC1(CC(C1)N1C(=NC=2C1=NC=C(C2)B2OC(C(O2)(C)C)(C)C)C)O